O[C@@H](CO)C=1C=NC(=NC1)[C@@H]1NC2C(NC1)=CC=CC2 (R)-3-(5-((R)-1,2-dihydroxyethyl)pyrimidin-2-yl)-1,2,3,4,4a,5-hexahydrobenzo[b]pyrazine